((5-ethoxy-6-((6-methylpyridin-3-yl)methoxy)pyridin-3-yl)methyl)carbamic acid tert-butyl ester C(C)(C)(C)OC(NCC=1C=NC(=C(C1)OCC)OCC=1C=NC(=CC1)C)=O